NC=1C=2N(C3=CC(=C(C=C3N1)C)C(=O)N1[C@@H]3[C@H](CCC1)OC1=C3C=CC(=C1)C(F)(F)F)C=NC2 (4-amino-7-methylimidazo[1,5-a]quinoxalin-8-yl)((4aS,9bS)-7-(trifluoromethyl)-3,4,4a,9b-tetrahydrobenzofuro[3,2-b]pyridin-1(2H)-yl)methanone